lithium dodecyl sulfate, sodium salt [Na+].S(=O)(=O)(OCCCCCCCCCCCC)[O-].[Li+].C(CCCCCCCCCCC)OS(=O)(=O)[O-]